3-(7-(2-(5-chloro-2-methyl-1H-indol-3-yl)ethoxy)thiazolo[5,4-d]pyrimidin-5-yl)pyridin-2(1H)-one ClC=1C=C2C(=C(NC2=CC1)C)CCOC=1C2=C(N=C(N1)C=1C(NC=CC1)=O)SC=N2